[Si](C)(C)(C(C)(C)C)OCCOCCN(C(OC(C)(C)C)=O)C tert-butyl (2-(2-((tert-butyldimethylsilyl)-oxy)ethoxy) ethyl)(methyl)carbamate